3-(((1R)-1-(2-(3-azabicyclo[3.1.0]hexan-3-yl)-3-ethyl-6-fluoro-4-oxo-3,4-dihydroquinazolin-8-yl)ethyl)amino)-6-chloropicolinic acid C12CN(CC2C1)C1=NC2=C(C=C(C=C2C(N1CC)=O)F)[C@@H](C)NC=1C(=NC(=CC1)Cl)C(=O)O